N-[(1R,6S)-2,2-difluoro-6-{[(3R)-1-(propan-2-yl)pyrrolidin-3-yl]oxy}cyclohexyl]-4-{5-[(1S,2S)-2-fluorocyclopropyl]-1,2,4-oxadiazol-3-yl}-4-methylpiperidine-1-carboxamide FC1([C@@H]([C@H](CCC1)O[C@H]1CN(CC1)C(C)C)NC(=O)N1CCC(CC1)(C)C1=NOC(=N1)[C@H]1[C@H](C1)F)F